4-[(4-chlorophenyl)methoxy]-3-methoxybenzaldehyde ClC1=CC=C(C=C1)COC1=C(C=C(C=O)C=C1)OC